(R)-3-((5-amino-6-(dibenzylamino)pyrimidin-4-yl)amino)pyrrolidine-1-carboxylic acid tert-butyl ester C(C)(C)(C)OC(=O)N1C[C@@H](CC1)NC1=NC=NC(=C1N)N(CC1=CC=CC=C1)CC1=CC=CC=C1